N1N=CC(=C1)C1=CC=C(C=C1)C1=CC(=NN1)NC1=C(C=C(C=C1)O)CC 4-((5-(4-(1H-pyrazol-4-yl)phenyl)-1H-pyrazol-3-yl)amino)-3-ethylphenol